[C@H]12CC(C[C@H](CC1)N2)C=2C=CC(=C(C(=O)N[C@H](C)C1=CC(=CC(=C1)C=1C=NN(C1)C)OC)C2)C 5-[(1R,5S)-8-azabicyclo[3.2.1]octan-3-yl]-N-[(1R)-1-[3-methoxy-5-(1-methylpyrazol-4-yl)phenyl]ethyl]-2-methyl-benzamide